C1(=CC=CC=C1)S(=O)(=O)N1C(=CC=2C1=NC(=CC2)OC)C(=O)OCC Ethyl 1-(benzenesulfonyl)-6-methoxy-1H-pyrrolo[2,3-b]pyridine-2-carboxylate